2-[[4-(5-methylpyrimidin-4-yl)piperazin-1-yl]methyl]-1H-indole formate C(=O)O.CC=1C(=NC=NC1)N1CCN(CC1)CC=1NC2=CC=CC=C2C1